1-[diethoxyphosphorylmethyl-(ethoxy)phosphoryl]oxyethane C(C)OP(=O)(OCC)CP(=O)(OCC)OCC